2,4-dimethyl-1H-pyrrole-3-carboxylic acid 2-ethylhexyl ester C(C)C(COC(=O)C1=C(NC=C1C)C)CCCC